(R)-4-[3-(1-amino-7-isoquinolyl)-4-methyl-phenyl]-2-thiazol-2-yl-but-3-yn-2-ol NC1=NC=CC2=CC=C(C=C12)C=1C=C(C=CC1C)C#C[C@@](C)(O)C=1SC=CN1